spiro[6,7-dihydro-5H-[1,2,4]triazolo[1,5-a]pyrazine-8,1'-cyclopropane] hydrochloride Cl.C12(CC1)C=1N(CCN2)N=CN1